3-((2-((2-((benzo[d][1,3]dioxol-5-ylmethyl)amino)benzo[d]thiazol-6-yl)amino)-6-methylquinazolin-4-yl)amino)propan-1-ol O1COC2=C1C=CC(=C2)CNC=2SC1=C(N2)C=CC(=C1)NC1=NC2=CC=C(C=C2C(=N1)NCCCO)C